R-3-iodomethylpyrrolidine lead iodide [Pb](I)I.IC[C@H]1CNCC1